(3aR,6R,6aR)-4-methoxy-6-[(E)-2-methoxyvinyl]-2,2-dimethyl-3a,4,6,6a-tetrahydro-furo[3,4-d][1,3]dioxole COC1O[C@@H]([C@H]2OC(O[C@H]21)(C)C)\C=C\OC